C(C)(C)(C)OC(=O)N1CCC=C(C1)C1=C2C=C(NC2=C(C(=C1F)F)C(N)=O)C 5-(7-carbamoyl-5,6-difluoro-2-methyl-1H-indol-4-yl)-3,6-dihydropyridine-1(2H)-carboxylic acid tert-butyl ester